CC=1N(C=2C(=NC=C(C2)C=2C=CN3N=C(N=CC32)NC3CCC(CC3)N)N1)C1CCOCC1 N1-(5-(2-methyl-1-(tetrahydro-2H-pyran-4-yl)-1H-imidazo[4,5-b]pyridin-6-yl)pyrrolo[2,1-f][1,2,4]triazin-2-yl)cyclohexane-1,4-diamine